(pyridin-4-yl)cyclohexane-1-carboxylic acid N1=CC=C(C=C1)C1(CCCCC1)C(=O)O